(N-[4-amino-5-[4-[2-oxo-2-(6-quinolinylamino)ethoxy]benzoyl]thiazol-2-yl]-4-fluoro-anilino)propanamide NC=1N=C(SC1C(C1=CC=C(C=C1)OCC(NC=1C=C2C=CC=NC2=CC1)=O)=O)N(C1=CC=C(C=C1)F)C(C(=O)N)C